N-(2-((6-methyl-8-(neopentylamino)pyrido[3,4-d]pyrimidin-2-yl)amino)-5-(2-oxopyrrolidin-1-yl)phenyl)acrylamide CC1=CC2=C(N=C(N=C2)NC2=C(C=C(C=C2)N2C(CCC2)=O)NC(C=C)=O)C(=N1)NCC(C)(C)C